1,2-bisundecoyl-sn-glycero-3-phosphorylcholine C(CCCCCCCCCC)(=O)OC[C@@H](OC(CCCCCCCCCC)=O)COP(=O)(O)OCC[N+](C)(C)C